Bis(2-cyanato-3-methoxy-5-methylphenyl)methan O(C#N)C1=C(C=C(C=C1OC)C)CC1=C(C(=CC(=C1)C)OC)OC#N